N-[1-(isopropyl)-4-piperidinyl]-N,N'-bis(2-pyridylmethyl)-1,4-xylylenediamine C(C)(C)N1CCC(CC1)N(CC1=CC=C(C=C1)CNCC1=NC=CC=C1)CC1=NC=CC=C1